tert-butyl N-[2-[1-(7-cyano-1H-indol-2-yl)-N-(cyclopropylmethyl) formamido]ethyl]carbamate C(#N)C=1C=CC=C2C=C(NC12)C(=O)N(CC1CC1)CCNC(OC(C)(C)C)=O